FC(C=1C=C(C2=C(OC(OC2=O)(C)C)C1)OCC1=CC=C2C=NN(C2=C1)C)F 7-(difluoromethyl)-2,2-dimethyl-5-[(1-methylindazol-6-yl)methoxy]-1,3-benzodioxin-4-one